4-Hydroxy-1,5-dimethyl-2-oxo-1,2-dihydropyridine-3-carboxylic acid OC1=C(C(N(C=C1C)C)=O)C(=O)O